Methyl (E)-1-ethyl-6-hydroxycyclooct-4-ene-1-carboxylate C(C)C1(CC\C=C\C(CC1)O)C(=O)OC